C(#N)C1=CC=C(C=N1)C=1N=C2N(C(C1C)=O)C=C(C=C2[C@@H](C)NC2=C(C(=O)O)C=CC=C2)C (R)-2-((1-(2-(6-cyanopyridin-3-yl)-3,7-dimethyl-4-oxo-4H-pyrido[1,2-a]pyrimidin-9-yl)ethyl)amino)benzoic acid